(2s,3r)-2-fluoro-3-(4-fluorophenyl)-3-hydroxy-2-methylpropanoic acid methyl ester COC([C@@]([C@H](O)C1=CC=C(C=C1)F)(C)F)=O